IC=1SC2=C(N1)C=C1C(N=C(S1)I)=C2 2,6-diiodobenzo[1,2-d:4,5-d']bis-thiazole